OC1=C2C(C(C(OC2=CC(=C1)O)C1=CC(=C(C(=C1)O)O)O)O)=O 5,7,3',4',5'-pentahydroxydihydroflavonol